bromo-2(1H)-quinoxalinone BrN1C(C=NC2=CC=CC=C12)=O